(S)-2-bromo-5-(2-fluorophenyl)-6,7-dihydro-5H-pyrrolo[1,2-b][1,2,4]triazole BrC=1N=C2N(N1)[C@@H](CC2)C2=C(C=CC=C2)F